FC1=C(CN([C@H]2C[C@H](NC2)C(=O)O)C)C=CC=C1 (2s,4s)-4-((2-fluorobenzyl)(methyl)amino)pyrrolidine-2-carboxylic acid